C(CCC)[C@@H]1CC[C@H](CC1)C=1C=C(C=CC1)B(O)O 3-(trans-4'-butylcyclohexyl)phenylboronic acid